imino(4-((7-methoxy-1,6-naphthyridin-4-yl)oxy)phenyl)(methyl)-λ6-sulfanone N=S(=O)(C)C1=CC=C(C=C1)OC1=CC=NC2=CC(=NC=C12)OC